(11aS,11a'S)-8,8'-(Pentane-1,5-diylbis(oxy))bis(7-methoxy-2-methylene-2,3,11,11a-tetrahydro-1H-benzo[e]pyrrolo[1,2-a][1,4]diazepin-5(10H)-one) C(CCCCOC=1C(=CC2=C(NC[C@H]3N(C2=O)CC(C3)=C)C1)OC)OC=1C(=CC3=C(NC[C@H]2N(C3=O)CC(C2)=C)C1)OC